tert-pentyl-carboxylate C(C)(C)(CC)C(=O)[O-]